6-(2,4-dimethylpiperidin-5-yl)piperidin-3-one CC1NCC(C(C1)C)C1CCC(CN1)=O